Cl.[Au](Cl)(Cl)Cl gold (III) chloride hydrochloride